Methyl (R)-4-(1-((tert-butoxycarbonyl)amino)-2-(2-chloro-N-methylacetamido)ethyl)benzoate C(C)(C)(C)OC(=O)N[C@@H](CN(C(CCl)=O)C)C1=CC=C(C(=O)OC)C=C1